C1(CCCC1)N(CC(=O)O)NC1=NC(=NC=C1F)C1=CNC2=NC=C(C=C21)F N-cyclopentyl-N-((5-fluoro-2-(5-fluoro-1H-pyrrolo[2,3-b]pyridin-3-yl)pyrimidin-4-yl)amino)glycine